C(CCCCCCCCCCCCCCC)(=O)C([NH+](CCO)CC)C(CCCCCCCCCCCCCCC)=O dipalmitoylethylhydroxyeth-ylmethylammonium